methylcyclopentadiene yttrium [Y].CC1=CC=CC1